ClC1=CC=C2C(C(=CN(C2=N1)C1=NC(=NS1)OC)C(=O)[O-])=O 7-chloro-1-(3-methoxy-1,2,4-thiadiazol-5-yl)-4-oxo-1,4-dihydro-1,8-naphthyridine-3-carboxylate